N-(2-aminoethyl)aminopropyl-dimethoxysilane NCCNCCC[SiH](OC)OC